7-hydroxypregn-4-ene-3,11,20-trione OC1[C@H]2[C@@H]3CC[C@H](C(C)=O)[C@]3(CC([C@@H]2[C@]2(CCC(C=C2C1)=O)C)=O)C